COC=1C=C(C(=O)N)C=CC1NC1=NC=C(C(=N1)NCC1=CC(=CC=C1)S(=O)(=O)C)C(F)(F)F 3-methoxy-4-{[4-{[3-(methylsulfonyl)benzyl]amino}-5-(trifluoromethyl)pyrimidin-2-yl]amino}benzamide